7-(2-((4-cyanophenyl)(3-fluoro-4-methoxybenzyl)amino)ethyl)-6,8-dioxa-2-azaspiro[3.5]nonan-2-ium 2,2,2-trifluoroacetate FC(C(=O)[O-])(F)F.C(#N)C1=CC=C(C=C1)N(CCC1OCC2(C[NH2+]C2)CO1)CC1=CC(=C(C=C1)OC)F